NCC(=C)[N+](=O)[O-] 3-amino-2-nitropropene